1-(4-(3-fluoro-3-methylazetidin-1-yl)pyridin-2-yl)-N-(6-methoxy-1-methyl-1H-indazol-7-yl)-1H-pyrazole-4-sulfonamide FC1(CN(C1)C1=CC(=NC=C1)N1N=CC(=C1)S(=O)(=O)NC=1C(=CC=C2C=NN(C12)C)OC)C